lithium iron phosphate borate B([O-])([O-])[O-].P(=O)(O)(O)O.[Fe+2].[Li+]